9-([1,1':3',1''-terphenyl]-2-yl)-4-chloro-9H-carbazole C1(=C(C=CC=C1)N1C2=CC=CC=C2C=2C(=CC=CC12)Cl)C1=CC(=CC=C1)C1=CC=CC=C1